ClC=1C(=NC=CC1OC1=C(C=C(C=C1)OC(F)(F)F)Cl)N1CCC(CC1)NC(=S)NC=1C=NC=CC1 1-(1-(3-chloro-4-(2-chloro-4-(trifluoromethoxy)phenoxy)pyridin-2-yl)piperidin-4-yl)-3-(pyridin-3-yl)thiourea